tert-Butyl (2R,4S)-4-(4-[3-cyano-4-methoxypyrazolo[1,5-a]pyridin-6-yl]-5-methylpyrazol-1-yl)-2-methylpyrrolidine-1-carboxylate C(#N)C=1C=NN2C1C(=CC(=C2)C=2C=NN(C2C)[C@H]2C[C@H](N(C2)C(=O)OC(C)(C)C)C)OC